FC=1C(=NC=C(C1C1=C(C=NC(=C1)C)C(=O)NC=1SC(=NN1)OCC1CCC(CC1)O)OC)C 3'-fluoro-N-(5-(((1r,4r)-4-hydroxycyclohexyl)methoxy)-1,3,4-thiadiazol-2-yl)-5'-methoxy-2',6-dimethyl-(4,4'-bipyridine)-3-carboxamide